2-Bromoethyl N2-((benzyloxy)carbonyl)-N5-(2-(1-benzylpiperidin-4-yl)ethyl)-L-glutaminate C(C1=CC=CC=C1)OC(=O)N[C@@H](CCC(NCCC1CCN(CC1)CC1=CC=CC=C1)=O)C(=O)OCCBr